CCCCCCCCCCCC/C=C/C(=O)N[C@@H]1[C@H]([C@H]([C@H](O[C@H]1O[C@@H]2[C@@H]([C@H]([C@@H]([C@H](O2)CO)O)O)NC(=O)C)C[C@H]([C@@H]3[C@H]([C@H]([C@@H](O3)N4C=CC(=O)NC4=O)O)O)O)O)O The molecule is a nucleoside that is one of the homologues in the mixture that is tunicamycin, characterised by a pentadec-2-enoyl fatty acyl substituent on the amino group of the tunicamine moiety. It has a role as an antimicrobial agent.